(1S,5S)-6-benzyl-2-(tert-butoxycarbonyl)-2,6-diazabicyclo[3.2.0]heptane-4-carboxylic acid C(C1=CC=CC=C1)N1[C@H]2C(CN([C@H]2C1)C(=O)OC(C)(C)C)C(=O)O